4-allyl-5-fluoro-1,3-dioxol-2-one C(C=C)C=1OC(OC1F)=O